acryloxytridecyltrifluorosilane C(C=C)(=O)OCCCCCCCCCCCCC[Si](F)(F)F